1-[2-(4-morpholinyl)ethyl]-3-(4-bromo-3-fluorophenyl)urea N1(CCOCC1)CCNC(=O)NC1=CC(=C(C=C1)Br)F